C#[C-].[Li+] monolithium acetylide